OC1=C(C(=O)O)C=C(C=C1)O 2,5-Dihydroxybenzoic acid